1-[4-bromo-2-[3-(difluoromethyl)-5-methyl-pyrazol-1-yl]phenyl]ethanone BrC1=CC(=C(C=C1)C(C)=O)N1N=C(C=C1C)C(F)F